FC1COC2(C1F)CCC(CC2)NC(=O)C2C[C@H]1CC[C@@H](C2)N1C(=O)C1=NNC(=C1)C1=CC(=NC=C1F)OC (1R,3s,5S)-N-(3,4-difluoro-1-oxaspiro[4.5]decan-8-yl)-8-(5-(5-fluoro-2-methoxypyridin-4-yl)-1H-pyrazole-3-carbonyl)-8-azabicyclo[3.2.1]octane-3-carboxamide